OCC(CO)(N)CO.P(=O)(OCC)(O)O ethyl hydrogen phosphate 1,3-dihydroxy-2-(hydroxymethyl)propan-2-amine salt